ClC=1C=NC(=NC1)N[C@@H]1CNC(CC1)(C)C 5-chloro-2-(((S)-6,6-dimethylpiperidin-3-yl)amino)pyrimidine